3-(4-amino-6-chloro-5-(7-methoxy-5-methylbenzothien-2-yl)-7H-pyrrolo[2,3-d]pyrimidin-7-yl)pyrrolidine-1-carboxylic acid tert-butyl ester C(C)(C)(C)OC(=O)N1CC(CC1)N1C(=C(C2=C1N=CN=C2N)C=2SC1=C(C2)C=C(C=C1OC)C)Cl